1-indolinecarboxamide N1(CCC2=CC=CC=C12)C(=O)N